CN1C(N(C(NC1=O)=O)C1=CC(=C(C=C1)OC1=CC=CC=C1)OCC1COC1)=O 1-methyl-3-[3-(oxetan-3-ylmethoxy)-4-phenoxyphenyl]-1,3,5-triazine-2,4,6-trione